2-fluoro-2-(2-methyl-1,3-dioxolan-2-yl)ethanehydroxamic acid FC(C(=O)NO)C1(OCCO1)C